COC(=O)[C@H]1N(C[C@H](C1)N(C(CC)=O)C1CCC(CC1)C)C(=O)OC(C)(C)C (2S,4S)-4-(N-((1s,4R)-4-methylcyclohexyl)propanamido)pyrrolidine-1,2-dicarboxylic acid 1-(tert-butyl) 2-methyl ester